dimethyl-bicyclo[2.2.1]hept-2-ene-5,6-dicarboxylic acid CC1=C(C2C(C(C1C2)C(=O)O)C(=O)O)C